(1R,2S,5S)-3-(6-Cyano-1H-indole-2-carbonyl)-6,6-dimethyl-N-((S)-1-oxo-3-((S)-2-oxopyrrolidin-3-yl)propan-2-yl)-3-azabicyclo[3.1.0]hexane-2-carboxamide C(#N)C1=CC=C2C=C(NC2=C1)C(=O)N1[C@@H]([C@H]2C([C@H]2C1)(C)C)C(=O)N[C@H](C=O)C[C@H]1C(NCC1)=O